OCC1=CC=C(C(=C)C)C=C1 4-hydroxymethyl-α-methyl-styrene